Cl.C(C)N=C=NCCCN(C)C 1-ethyl-3-[3-(dimethylamino)propyl]-carbodiimide hydrochloride